2-((7-(6-chloro-1-((3S,5S)-5-(hydroxymethyl)pyrrolidin-3-yl)-1,2,3,4-tetrahydroquinolin-8-yl)thieno[3,2-b]pyridin-2-yl)methyl)-5-cyclopropylpyridazin-3(2H)-one, formic acid salt C(=O)O.ClC=1C=C2CCCN(C2=C(C1)C1=C2C(=NC=C1)C=C(S2)CN2N=CC(=CC2=O)C2CC2)[C@@H]2CN[C@@H](C2)CO